C(C)OC(=O)C1=CC(=CC=2NC(=NC21)C)C#N 6-cyano-2-methyl-1H-benzo[d]Imidazole-4-carboxylic acid ethyl ester